N1C=NC2=C1C=C(C=C2)C2=CC(=NC=C2)NC2=NC(=CC=C2)C(F)(F)F N-(4-(1H-benzo[d]imidazol-6-yl)pyridin-2-yl)-6-(trifluoromethyl)pyridin-2-amine